FC1=CC=C(C=C1)C1NCC(CC1)C 2-(4-Fluorophenyl)-5-methylpiperidine